C(C)(C)(C)OC(=O)NC1(CCN(CC1)C=1C2=CN(N=C2C(=C(C1)F)C(=O)O)CC)CC 4-{4-[(tert-butoxycarbonyl)amino]-4-ethylpiperidin-1-yl}-2-ethyl-6-fluoroindazole-7-carboxylic acid